1-(2-((3,3-difluorocyclobutyl)amino)-5-methylpyrimidin-4-yl)-1H-imidazole-4-carboxylic acid FC1(CC(C1)NC1=NC=C(C(=N1)N1C=NC(=C1)C(=O)O)C)F